O1CC(CC1)CN1CCN2C1=C(C=CC2=O)[N+](=O)[O-] 1-((tetrahydrofuran-3-yl)methyl)-8-nitro-2,3-dihydro-imidazo[1,2-a]pyridin-5(1H)-one